(R)-4-((1-(Hydroxymethyl)cyclobutyl)amino)-2-(7-methoxy-6-nitro-3,4-dihydroisoquinolin-2(1H)-yl)-6,7-dihydrothieno[3,2-d]pyrimidine 5-oxide OCC1(CCC1)NC=1C2=C(N=C(N1)N1CC3=CC(=C(C=C3CC1)[N+](=O)[O-])OC)CC[S@]2=O